Cl.N1C[C@@H](CC1)C(C)(C)O (R)-2-(pyrrolidin-3-yl)propan-2-ol hydrochloride